(S)-7-(4-fluorobenzyl)-2-(phenoxymethyl)-2,3-dihydro-1H-pyrido[2,3-b][1,4]oxazine FC1=CC=C(CC2=CC3=C(OC[C@@H](N3)COC3=CC=CC=C3)N=C2)C=C1